BrC=1C(=CC(=NC1)NCC1(CC1)C(F)(F)F)C(F)F 5-bromo-4-(difluoromethyl)-N-((1-(trifluoromethyl)cyclopropyl)methyl)pyridin-2-amine